4-((S)-3-((S)-3-cyclopropyl-3-(2-methylpyrimidin-5-yl)propanamido)-2-(dimethylamino)propyl)-2-fluoro-3-methylbenzamide C1(CC1)[C@H](CC(=O)NC[C@H](CC1=C(C(=C(C(=O)N)C=C1)F)C)N(C)C)C=1C=NC(=NC1)C